C(\C=C/C(=O)O)(=O)O.C(#N)[C@@H](C)NC1=CC(=NC=C1C(=O)NC[C@H](C(C)(C)O)F)C1=CC=C2N1N=CC(=C2)C#N 4-(((R)-1-cyanoethyl)amino)-6-(3-cyanopyrrolo[1,2-b]pyridazin-7-yl)-N-((R)-2-fluoro-3-hydroxy-3-methylbutyl)nicotinamide mono-maleate salt